CNC1CCC(CC1)(C)C N,4,4-trimethylcyclohexanamine